CC1=C(C(=O)P(C2=CC=CC=C2)(C(C2=C(C=C(C=C2C)C)C)=O)=O)C(=CC(=C1)C)C bis-(2,4,6-trimethylbenzoyl)-phenylphosphine oxide